C(C1=CC=CC=C1)N1CC2(C1)CC(C2)NC(=O)N2C[C@H](N(CC2)C2=NC=C(C=N2)C#N)C (3R)-N-{2-benzyl-2-azaspiro[3.3]heptan-6-yl}-4-(5-cyanopyrimidin-2-yl)-3-methylpiperazine-1-carboxamide